3-(5-bromo-2-iodophenyl)glutaric acid BrC=1C=CC(=C(C1)C(CC(=O)O)CC(=O)O)I